nonafluorobutanesulfonic acid-8-isopropyl-1,3,6-trioxo-3,6-dihydro-1H-11-thia-2-azacyclopentaanthracen-2-yl ester C(C)(C)C=1C=CC=2SC=3C4=C(C=CC3C(C2C1)=O)C(N(C4=O)OS(=O)(=O)C(C(C(C(F)(F)F)(F)F)(F)F)(F)F)=O